dimethyl 4,5-dimethoxybenzene-1,2-dicarboxylate COC=1C=C(C(=CC1OC)C(=O)OC)C(=O)OC